OC(CCCCC/C=C/C(=O)O)C trans-9-hydroxy-2-decenoic acid